N-[(1S)-1-[4-({2-chloro-7-[(1S)-1-methoxyethyl]-[1,2,4]triazolo[1,5-a]pyrimidin-6-yl}amino)phenyl]-2,2,2-trifluoroethyl]-N-methylpiperidine-3-carboxamide hydrochloride Cl.ClC1=NN2C(N=CC(=C2[C@H](C)OC)NC2=CC=C(C=C2)[C@@H](C(F)(F)F)N(C(=O)C2CNCCC2)C)=N1